1,1,1-trimethyl-N-(trimethylsilyl)-silanamine C[Si](N[Si](C)(C)C)(C)C